4-chloropyridazin-3-ol ClC1=C(N=NC=C1)O